2-({[5-(4-methoxyphenyl)-1,3-oxazol-2-yl]methyl}sulfanyl)-5-nitropyrimidin COC1=CC=C(C=C1)C1=CN=C(O1)CSC1=NC=C(C=N1)[N+](=O)[O-]